(E)-3-(3-nitro-4-fluorophenyl)acrylate [N+](=O)([O-])C=1C=C(C=CC1F)/C=C/C(=O)[O-]